Ethyl 6-benzyloxy-17-nitro-6,15-bis(trifluoromethyl)-19-oxa-3,4,13,18-tetrazatricyclo[12.3.1.12,5]nonadeca-1(18),2,4,8,14,16-hexaene-12-carboxylate C(C1=CC=CC=C1)OC1(C2=NN=C(C=3C(=CC(=C(NC(CCC=CC1)C(=O)OCC)N3)C(F)(F)F)[N+](=O)[O-])O2)C(F)(F)F